C1(=CC=CC=C1)P(=O)(ON)C1=CC=CC=C1 O-Diphenylphosphinylhydroxylamin